2,6,6-trimethylcyclohex-2-en-1-on CC=1C(C(CCC1)(C)C)=O